1-(cyclopropyl-methyl)-8-dimethylamino-3-[2-(methylsulfonyl-methyl)-phenyl]-8-phenyl-1,3-diazaspiro[4.5]decan-2-one C1(CC1)CN1C(N(CC12CCC(CC2)(C2=CC=CC=C2)N(C)C)C2=C(C=CC=C2)CS(=O)(=O)C)=O